COC1=C(C=CC=C1)NC=1N=C(C2=C(N1)NC=C2)NC2=C(C=CC=C2)S(=O)(=O)N(C)C 2-((2-((2-methoxyphenyl)amino)-7H-pyrrolo[2,3-d]pyrimidin-4-yl)amino)-N,N-dimethylbenzenesulfonamide